NC1CCN(CC1)CCN1C(C2=CC=CC=C2C1=O)=O 2-(2-(4-aminopiperidin-1-yl)ethyl)isoindoline-1,3-dione